tert-butyl ((3-bromo-2-fluorophenyl)(methyl)(oxo)-λ6-sulfaneylidene)carbamate BrC=1C(=C(C=CC1)S(=O)(C)=NC(OC(C)(C)C)=O)F